BrC(S(=O)(=O)C1=CC=C(C2=CC=CC=C12)[N+](=O)[O-])(Br)Br 1-tribromomethylsulfonyl-4-nitronaphthalene